2'-(4,4-difluoro-2-methylcyclohexyl)-3-fluoro-[2,4'-bipyridine]-3'-amine FC1(CC(C(CC1)C1=NC=CC(=C1N)C1=NC=CC=C1F)C)F